ClC1=C(N=CC=2NC([C@@H](N=C(C21)C2=C(C=CC=C2F)F)C)=O)Cl (3S)-6,7-dichloro-5-(2,6-difluorophenyl)-3-methyl-1,3-dihydropyrido[3,4-e][1,4]diazepin-2-one